C(#N)C1=CN=C2N1C(=CC(=C2)C=2N=NN(C2C)C2CCN(CC2)C(=O)OC(C)(C)C)OC(C)C=2C=NC=C(C2)F tert-Butyl 4-[4-[3-cyano-5-[1-(5-fluoro-3-pyridyl)ethoxy]imidazo[1,2-a]pyridin-7-yl]-5-methyl-triazol-1-yl]piperidine-1-carboxylate